2-nitroterephthalate [N+](=O)([O-])C1=C(C(=O)[O-])C=CC(=C1)C(=O)[O-]